(4-toluenesulfonyloxy-imino)benzyl cyanide CC1=CC=C(C=C1)S(=O)(=O)ON=C(C1=CC=CC=C1)C#N